Bis[4-(4-maleimidophenoxy)-phenyl] ether C1(C=CC(N1C1=CC=C(OC2=CC=C(C=C2)OC2=CC=C(C=C2)OC2=CC=C(C=C2)N2C(C=CC2=O)=O)C=C1)=O)=O